C(C1=CC=CC=C1)NC(=O)NC1=CC(=C(C=C1)C1=CN=C(S1)Br)S(NC(C)(C)C)(=O)=O benzyl-3-[4-(2-bromothiazol-5-yl)-3-(tert-butylsulfamoyl)phenyl]Urea